N-(2-(dimethylamino)-ethyl)-2,4-difluoro-5-(piperazin-1-yl)benzamide CN(CCNC(C1=C(C=C(C(=C1)N1CCNCC1)F)F)=O)C